FC1(C=2N(C[C@@H](CC1)O)N=C1C2CN([C@@H](C1)C)C(=O)NC1=CC(=C(C=C1)F)C(F)(F)F)F (3R,8R)-11,11-Difluoro-N-(4-fluoro-3-(trifluoromethyl)phenyl)-8-hydroxy-3-methyl-3,4,8,9,10,11-hexahydro-1H-pyrido[4',3':3,4]pyrazolo[1,5-a]azepine-2(7H)-carboxamide